FC(CN1N=CC(=C1)N)(C)C 1-(2-fluoro-2-methylpropyl)-4-pyrazolylamine